Methyl (2-((R)-3-(1-(1-((R)-1-(2,4-dichlorophenyl)ethyl)-3-(trifluoromethyl)-1H-pyrazolo[3,4-b]pyrazin-6-yl)azetidin-3-yl)piperidin-1-yl)ethyl)carbamate ClC1=C(C=CC(=C1)Cl)[C@@H](C)N1N=C(C=2C1=NC(=CN2)N2CC(C2)[C@@H]2CN(CCC2)CCNC(OC)=O)C(F)(F)F